Cyclobutyl N-[(1S)-1-(4-methylcyclohexyl)-2-oxo-2-({2-oxo-1-[2-(trimethylsilyl)ethoxymethyl]spiro[pyrrolo[3,2-c]pyridine-3,4'-tetrahydropyran]-6-yl}amino)ethyl]carbamate CC1CCC(CC1)[C@@H](C(NC1=CC2=C(C=N1)C1(CCOCC1)C(N2COCC[Si](C)(C)C)=O)=O)NC(OC2CCC2)=O